(benzylsulfonyl)-4-(3-methoxyphenyl)-3-(((methyl-d3)amino)methyl)piperidin-4-ylbenzoate C(C1=CC=CC=C1)S(=O)(=O)C=1C(=C(C(=O)[O-])C=CC1)C1(C(CNCC1)CNC([2H])([2H])[2H])C1=CC(=CC=C1)OC